[U].C(C(C)C)N1N=C(C=C1)C1=C2C=C(N=CC2=C(N=C1)NC)NC(=O)C1CC1 N-(5-(1-isobutyl-1H-pyrazol-3-yl)-8-(methylamino)-2,7-naphthyridin-3-yl)cyclopropanecarboxamide uranium